N-(3-sulfamoylphenyl)-5-(trifluoromethyl)-2-[3-(trifluoromethyl)-azetidin-1-yl]pyridine-3-carboxamide S(N)(=O)(=O)C=1C=C(C=CC1)NC(=O)C=1C(=NC=C(C1)C(F)(F)F)N1CC(C1)C(F)(F)F